3-(2-(trifluoromethyl)-10H-phenothiazin-10-yl)propyl 4-methylbenzenesulfonate CC1=CC=C(C=C1)S(=O)(=O)OCCCN1C2=CC=CC=C2SC=2C=CC(=CC12)C(F)(F)F